ClC1=C(C(=O)NC2=CC(=C(C=C2)OC)Cl)C=C(C(=C1)C1=C(C=NC=C1)C#C)F 2-chloro-N-(3-chloro-4-methoxyphenyl)-4-(3-ethynylpyridin-4-yl)-5-fluorobenzamide